dimethyl 1-[(1R)-2-(tert-butoxycarbonylamino)-1-methyl-ethyl]pyrazole-3,5-dicarboxylate C(C)(C)(C)OC(=O)NC[C@@H](C)N1N=C(C=C1C(=O)OC)C(=O)OC